tert-butyl 7-[[5-(trifluoromethyl)-2-pyridyl]amino]-2-azaspiro[3.5]nonane-2-carboxylate FC(C=1C=CC(=NC1)NC1CCC2(CN(C2)C(=O)OC(C)(C)C)CC1)(F)F